IC1=C(C=CC(=C1)[N+](=O)[O-])C1=CC=CC=C1 2'-iodo-4'-nitro-[1,1'-biphenyl]